NCCC(=O)CC(C)CCC[C@@H](C)[C@H]1CC[C@H]2[C@@H]3CC=C4C[C@@H](O)CC[C@]4(C)[C@H]3CC[C@]12C beta-alanyl-cholesterol